C(C)(C)(C)C1=CC(=NC=C1)C1=C(C=CC=2C3=CC=CC=C3NC12)O 4-(tert-butyl)pyridin-2-yl-9H-carbazol-2-ol